C(C)(=O)OC(C(CCCCCCCC)CCCCCCCC)C1CC(C1)N [(1r,3r)-3-aminocyclobutyl]2-octyldecyl acetate